C(=O)(O)CC(=O)N carboxyacetamide